C(C)(C)(C)N(C(O)=O)C1=CC(=NC=C1C#CCOC)NC(C)=O.C(C)(=O)NC1=NC=C(C(=C1)NC(OC(C)(C)C)=O)C#CCOC tert-butyl (2-acetamido-5-(3-methoxyprop-1-yn-1-yl)pyridin-4-yl)carbamate tert-Butyl-(2-acetamido-5-(3-methoxyprop-1-yn-1-yl)pyridin-4-yl)carbamate